CN1C(C(=C(C2=CC=CC=C12)N1CCC(CC1)C1=CC=C(C=C1)OCCC)C#N)=O 1-Methyl-2-oxo-4-[4-(4-propoxyphenyl)piperidin-1-yl]-1,2-dihydroquinoline-3-carbonitrile